piperidine-3-carboxylic acid ((S)-1-pyridin-2-yl-ethyl)-amide N1=C(C=CC=C1)[C@H](C)NC(=O)C1CNCCC1